(S)-3-(4-oxo-2-(trifluoromethyl)-5-((7-(((1R,2S,4R)-1,7,7-trimethylbicyclo[2.2.1]heptane-2-yl)amino)heptyl)amino)quinazolin-3(4H)-yl)piperidine-2,6-dione O=C1N(C(=NC2=CC=CC(=C12)NCCCCCCCN[C@@H]1[C@@]2(CC[C@H](C1)C2(C)C)C)C(F)(F)F)[C@@H]2C(NC(CC2)=O)=O